O=C1N(C(CC1)=O)OC(CCCCCN1C(C=CC1=O)=O)=O 1-(6-[(2,5-dioxopyrrolidin-1-yl)oxy]-6-oxohexyl)-1H-pyrrole-2,5-dione